2-[(methyldithiothio)methyl]-furan CSSSCC=1OC=CC1